N-((R)-2-hydroxy-2-((S)-7-((1-methyl-1H-pyrazol-5-yl)methoxy)-1,2,3,4-tetrahydroisoquinolin-3-yl)ethyl)benzamide O[C@H](CNC(C1=CC=CC=C1)=O)[C@H]1NCC2=CC(=CC=C2C1)OCC1=CC=NN1C